7-isopropenyl-10-methylhexadecamethylenediamine C(=C)(C)C(CCCCCCN)CCC(CCCCCCN)C